BrC1=CC2=C(OC3=C2C=CC=C3)C=C1 2-bromodibenzofurane